(4R)-1-cyclopropyl-N-{6,7-dimethoxy-1H,2H,3H-cyclopenta[b]quinolin-9-yl}azepan-4-amine C1(CC1)N1CC[C@@H](CCC1)NC1=C2C(=NC=3C=C(C(=CC13)OC)OC)CCC2